5-bromo-4-fluoro-2-((4-fluoro-2-methylphenyl)-amino)-N-(6-methoxy-2-methylpyridin-3-yl)benzamide BrC=1C(=CC(=C(C(=O)NC=2C(=NC(=CC2)OC)C)C1)NC1=C(C=C(C=C1)F)C)F